(S*)-1-(3-methoxy-3-((4-(trifluoromethyl)phenyl)ethynyl)pyrrolidin-1-yl)prop-2-en-1-one CO[C@]1(CN(CC1)C(C=C)=O)C#CC1=CC=C(C=C1)C(F)(F)F |o1:2|